C1(C=CC2=CC=CC=C12)C(=O)O indene-1-carboxylic acid